N6-((2R,3S,4R,5R)-2,3,4,5,6-pentahydroxyhexanoyl)-L-lysine O[C@@H](C(=O)NCCCC[C@H](N)C(=O)O)[C@H]([C@@H]([C@@H](CO)O)O)O